C(#N)C=1C=CC2=C(N(C(=N2)NC(C[C@@H](C2=CC=CC=C2)O)=O)C2CCC2)C1 (S)-N-(6-cyano-1-cyclobutyl-1H-benzo[d]imidazol-2-yl)-3-hydroxy-3-phenylpropanamide